C12C(C3CC(CC(C1)C3)C2)NC(CBr)=O N-(Adamantan-2-yl)-2-bromoethanamide